4-chloro-1-[4-(1,1-difluoroethyl)-2-fluoro-phenyl]sulfonyl-3-(3,3,4,4-tetrafluoropyrrolidin-1-yl)indazole ClC1=C2C(=NN(C2=CC=C1)S(=O)(=O)C1=C(C=C(C=C1)C(C)(F)F)F)N1CC(C(C1)(F)F)(F)F